5-(4-(5-bromo-2-fluoropyridin-3-yl)-2-thioxo-2,3-dihydro-1H-imidazol-1-yl)-N-cyclopropyl-2-fluoro-4-methylbenzamide BrC=1C=C(C(=NC1)F)C=1NC(N(C1)C=1C(=CC(=C(C(=O)NC2CC2)C1)F)C)=S